C1(CC1)N(C(OC(C)(C)C)=O)C1CCN(CC1)C1=C2C=CN=NC2=C(C(=C1)F)C(NC=1N=C2N(C=C(N=C2C)C)C1)=O tert-butyl N-cyclopropyl-N-[1-[8-[(6,8-dimethylimidazo[1,2-a]pyrazin-2-yl)carbamoyl]-7-fluoro-cinnolin-5-yl]-4-piperidyl]carbamate